3-ethyl-16-fluoro-10-methyl-20-oxa-9-thia-3,4,11,23-tetraazapentacyclo[19.3.1.02,6.08,12.013,18]pentacosa-1(24),2(6),4,8(12),10,13,15,17,21(25),22-decaen-22-amine C(C)N1C=2C3=CN=C(C(OCC4=CC(=CC=C4C=4N=C(SC4CC2C=N1)C)F)=C3)N